(cis)-1-benzyl 5-tert-butyl 3a-fluoro-3-hydroxypyrrolo[3,4-b]pyrrole-1,5-dicarboxylate FC12C(N(C=C1O)C(=O)OCC1=CC=CC=C1)=CN(C2)C(=O)OC(C)(C)C